(2E,2'E)-2,2'-(1-(5-((3-(trifluoromethyl)piperidin-1-yl)methyl)furan-2-yl)ethane-1,2-diylidene)bis(N-ethylhydrazine-1-carbothioamide) FC(C1CN(CCC1)CC1=CC=C(O1)\C(\C=N\NC(NCC)=S)=N\NC(NCC)=S)(F)F